1-(4-formylphenyl)piperidine-4-carboxylic acid ethyl ester C(C)OC(=O)C1CCN(CC1)C1=CC=C(C=C1)C=O